O1[C@H](CCC1)COC=1N=C(C2=C(N1)C=CN=C2)C2NCCCC2O 2-((((R)-tetrahydrofuran-2-yl)methoxy)pyrido[4,3-d]pyrimidin-4-yl)piperidin-3-ol